C(C)(C)(C)N(C(O)=O)[C@@H]1CN(CC1)C1=NC(=CC(=C1)C1=C(C(=CC(=C1)F)Br)OC)Cl.ClC1=NC2=C3N=CC=CC3=CC=C2C=C1 2-chlorophenanthroline (S)-tert-butyl-(1-(4-(3-bromo-5-fluoro-2-methoxyphenyl)-6-chloropyridin-2-yl)pyrrolidin-3-yl)carbamate